(4-(5-((cis)-3-(trifluoromethoxy)cyclobutyl)-1,3,4-oxadiazol-2-yl)bicyclo[2.2.2]oct-1-yl)carbamic acid tert-butyl ester C(C)(C)(C)OC(NC12CCC(CC1)(CC2)C=2OC(=NN2)[C@@H]2C[C@@H](C2)OC(F)(F)F)=O